FC(C=1C=C(C=CC1)C=CC(=O)O)(F)F 3-(3-trifluoromethylphenyl)-2-propenoic acid